tert-butyl (1R,2S,5S)-3-[(2S)-2-[[(tert-butoxycarbonylamino)oxycarbonimidoyl]amino]-3,3-dimethyl-butanoyl]-6,6-dimethyl-3-azabicyclo[3.1.0]hexane-2-carboxylate C(C)(C)(C)OC(=O)NOC(=N)N[C@H](C(=O)N1[C@@H]([C@H]2C([C@H]2C1)(C)C)C(=O)OC(C)(C)C)C(C)(C)C